1-fluoro-4-((trifluoromethyl)sulfonyl)benzene FC1=CC=C(C=C1)S(=O)(=O)C(F)(F)F